N=1N(C=C2C=CC=CC12)[C@@H](C(=O)OC)C1=CC=CC=C1 |r| Methyl (2RS)-2-indazol-2-yl-2-phenyl-acetate